7-[(3R)-3-(dimethylamino)pyrrolidin-1-yl]-2-(4-ethyl-6-methylpyrazolo[1,5-a]pyrazin-2-yl)-4H-pyrido[1,2-a]pyrimidin-4-one CN([C@H]1CN(CC1)C=1C=CC=2N(C(C=C(N2)C2=NN3C(C(=NC(=C3)C)CC)=C2)=O)C1)C